CC(C)N1C(C=CC2=CN=CC=C12)=O 1-(propan-2-yl)-1,6-naphthyridin-2(1H)-on